O1C(=CC=C1)C(C#C\C(=C/C=O)\C1=CC=C(C=C1)OC)(C#CC1=CC=CC=C1)O (Z)-6-(furan-2-yl)-6-hydroxy-3-(4-methoxyphenyl)-8-phenyloct-2-en-4,7-diyne-1-al